C(C)(C)(C)OC(=O)N1CCN(CC1)C1=C(C=C(C=C1)C1=NN(C2=CN=C(C=C21)Br)COCC[Si](C)(C)C)OC(C)=O 4-(2-acetoxy-4-(5-bromo-1-((2-(trimethylsilyl)ethoxy)methyl)-1H-pyrazolo[3,4-c]pyridin-3-yl)phenyl)piperazine-1-carboxylic acid tert-butyl ester